FC1=C(C=C2C(=C(N(C2=C1)C1=CC(=C(C=C1)F)C)C(C)C)C=O)OC 6-fluoro-1-(4-fluoro-3-methyl-phenyl)-2-isopropyl-5-methoxy-indole-3-carbaldehyde